ClC=1C=C2C(=C3C1NC(NC31CCCCC1)=O)OC(=N2)CN2C(COCC2)CC 5-chloro-2-[(3-ethylmorpholin-4-yl)methyl]-7,8-dihydro-6H-spiro[[1,3]oxazolo[5,4-f]quinazoline-9,1'-cyclohexan]-7-one